FC(C(=O)O)(OC(C(OC(C(OC(F)(F)F)(C(F)(F)F)F)(F)F)(C(F)(F)F)F)(F)F)C(F)(F)F perfluoro-2,5,8-trimethyl-3,6,9-trioxadecanoic acid